biscarboxyl-triphenylamine C(=O)(O)C=1C(=C(C=CC1)N(C1=CC=CC=C1)C1=CC=CC=C1)C(=O)O